N6-[(2-azidoethoxy)carbonyl]lysine N(=[N+]=[N-])CCOC(=O)NCCCC[C@H](N)C(=O)O